C(#N)C1=CC(=C(C(=C1)C(C)C)NC(=O)NS(=O)(=O)C1=C(N=C(S1)C(C)(C)O)CO)C(C)C 1-[4-cyano-2,6-bis(propan-2-yl)phenyl]-3-[4-(hydroxymethyl)-2-(2-hydroxypropan-2-yl)-1,3-thiazole-5-sulfonyl]urea